O=C1[C@H](SCC[C@H](N1)CNCC1=CC=C(C(=O)O)C=C1)C1=CC(=CC=C1)OC1=CC=CC=C1 4-[[[(2R,5S)-3-oxo-2-(3-phenoxyphenyl)-1,4-thiazepan-5-yl]methylamino]methyl]benzoic acid